CN(S(=O)(=O)C1=CC(=C(C=C1)[N+](=O)[O-])CC(C)=O)C N,N-dimethyl-4-nitro-3-(2-oxopropyl)benzenesulfonamide